N-((1-(4-Isopropoxyphenyl)-1H-1,2,3-triazol-4-yl)methyl)-2-(1H-1,2,4-triazol-1-yl)-6-(trifluoromethyl)pyridin-4-amine C(C)(C)OC1=CC=C(C=C1)N1N=NC(=C1)CNC1=CC(=NC(=C1)C(F)(F)F)N1N=CN=C1